(1R,2R)-N-(8-amino-6-(2,6-dichlorophenyl)isoquinolin-3-yl)-2-(1-methyl-1H-pyrazol-4-yl)cyclopropanecarboxamide NC=1C=C(C=C2C=C(N=CC12)NC(=O)[C@H]1[C@@H](C1)C=1C=NN(C1)C)C1=C(C=CC=C1Cl)Cl